FC=1C=C(C=C(C1)F)C1=NC(=C2N1C=CC(=C2C)S(=O)(=O)C)O 3-(3,5-difluorophenyl)-8-methyl-7-(methylsulfonyl)imidazo[1,5-a]pyridin-1-ol